CN(C)CCC(O)C1=CC=CC=C1 N,N-dimethyl-3-phenyl-3-hydroxypropylamine